ClC1=CC=C(C=C1)/C(=C\S(=O)(=O)C1=CC=C(C)C=C1)/S(=O)C1=CC=C(C=C1)C (E)-1-Chloro-4-(1-(p-tolylsulfinyl)-2-tosylvinyl)benzene